ClC(C1=NC(=NO1)C=1C=NC(=NC1)NC(CNS(=O)(=O)C1CC1)C1=CC=CC=C1)(F)F N-[2-[[5-[5-[chloro(difluoro)methyl]-1,2,4-oxadiazol-3-yl]pyrimidin-2-yl]amino]-2-phenylethyl]cyclopropanesulfonamide